NC[C@@]1([C@@H]2CCN(C[C@H]12)C1=CN=C2C(=N1)NN=C2C2=C(C=C(C(=O)N(C)C#N)C=C2)Cl)C2=C(C=CC=C2)F 4-(6-((1S,6R,7R)-7-(aminomethyl)-7-(2-fluorophenyl)-3-azabicyclo[4.1.0]heptan-3-yl)-1H-pyrazolo[3,4-b]pyrazin-3-yl)-3-chloro-N-cyano-N-methylbenzamide